2-fluoro-5-((6-fluoro-4-methyl-1H-indol-5-yl)oxy)benzamide FC1=C(C(=O)N)C=C(C=C1)OC=1C(=C2C=CNC2=CC1F)C